2-amino-N-(4-(1-methyl-1H-indazol-6-yl)thiazol-2-yl)acetamide NCC(=O)NC=1SC=C(N1)C1=CC=C2C=NN(C2=C1)C